The molecule is conjugate base of 5-amino-1-(5-phospho-D-ribosyl)imidazole. It has a role as a human metabolite and a Saccharomyces cerevisiae metabolite. It is a conjugate base of a 5-amino-1-(5-phospho-D-ribosyl)imidazole. C1=C([N+](=CN1)C2[C@@H]([C@@H]([C@H](O2)COP(=O)([O-])[O-])O)O)N